N-[[3-[4-[[(3S,4R)-3-fluoro-1-methyl-4-piperidyl]amino]-1-(2,2,2-trifluoroethyl)indol-2-yl]-1,2,4-oxadiazol-5-yl]methyl]-5-nitro-thiophene-3-carboxamide F[C@H]1CN(CC[C@H]1NC1=C2C=C(N(C2=CC=C1)CC(F)(F)F)C1=NOC(=N1)CNC(=O)C1=CSC(=C1)[N+](=O)[O-])C